methyl 2-(7-chloro-3-(2-hydroxypropan-2-yl)-2-oxo-5-phenyl-2,3-dihydro-1H-benzo[e][1,4]diazepin-1-yl)acetate ClC1=CC2=C(N(C(C(N=C2C2=CC=CC=C2)C(C)(C)O)=O)CC(=O)OC)C=C1